((1R,5S,6r)-3-(3-(4-chloro-2H-indazol-5-yl)-1H-pyrazolo[3,4-b]pyrazin-6-yl)-6-(4-methylthiazol-2-yl)-3-azabicyclo[3.1.0]hexan-6-yl)methanamine ClC=1C2=CNN=C2C=CC1C1=NNC2=NC(=CN=C21)N2C[C@H]1C([C@H]1C2)(C=2SC=C(N2)C)CN